N-((7-oxooctahydro-4,8-methanopyrido[2,1-c][1,4]oxazin-6-yl)methyl)methanesulfonamide O=C1C2CC3COCC(N3C1CNS(=O)(=O)C)C2